C(C)(=O)C1=CC=C(C=N1)OC1=CC=C(C=C1)C(C)(C)C1=CC=CC=C1 4-(2-(4-((6-acetylpyridin-3-yl)oxy)phenyl)propan-2-yl)benzene